N-ethyl-3-[(3,3,3-trifluoropropyl)thio]propanamide C(C)NC(CCSCCC(F)(F)F)=O